4-(trifluoromethyl)benzoic acid ethyl ester C(C)OC(C1=CC=C(C=C1)C(F)(F)F)=O